CS(=O)(C)=NC=1C=NC(=NC1)N1N=CN=C1[C@H](C)NC(=O)C=1SC=C(N1)C(F)(F)F (S)-N-(1-(1-(5-((dimethyl(oxo)-λ6-sulfaneylidene)amino)pyrimidin-2-yl)-1H-1,2,4-triazol-5-yl)ethyl)-4-(trifluoromethyl)thiazole-2-carboxamide